Cl.NC12C(CC(CC1)(CC2)NC(COC2=CC(=C(C=C2)Cl)F)=O)O N-(4-amino-3-hydroxybicyclo[2.2.2]octan-1-yl)-2-(4-chloro-3-fluorophenoxy)acetamide hydrochloride